METHYLMERCURY C[Hg]